(2R)-2-{[(tert-butoxy)carbonyl]Amino}-3-cyclobutylpropanoic acid C(C)(C)(C)OC(=O)N[C@@H](C(=O)O)CC1CCC1